2-methyl-2H-indazole-3-carboxamide CN1N=C2C=CC=CC2=C1C(=O)N